trans-3-heptene-1,7-dicarboxylic acid C(C\C=C\CCCC(=O)O)C(=O)O